[Si](C1=CC=CC=C1)(C1=CC=CC=C1)(C(C)(C)C)OC1C[C@H]2C([C@H]2C1)C(=O)N/C(/SC)=N/C(OCC1=CC=CC=C1)=O Benzyl ((Z)-((1R,5S,6r)-3-((tert-butyldiphenylsilyl)oxy)bicyclo[3.1.0]hexane-6-carboxamido)(methylthio)methylene)carbamate